4-(2-(2-((3r,4r)-3-amino-4-fluoropiperidin-1-yl)-5,6-difluoro-1H-benzo[d]imidazol-1-yl)acetyl)piperazin-2-one N[C@@H]1CN(CC[C@H]1F)C1=NC2=C(N1CC(=O)N1CC(NCC1)=O)C=C(C(=C2)F)F